C(#N)C=1C=NN2C1C(=CC(=C2)OCCN2CCOCC2)B(O)O (3-cyano-6-(2-morpholinoethoxy)pyrazolo[1,5-a]pyridin-4-yl)boronic acid